FC1(CCN(CC1)C=1N=C(C=C2C1OC=C2)C=2C=NN(C2)C2=C(C=C(C=C2)[N+](=O)[O-])N2CCC1(CC1)CC2)F 7-(4,4-difluoropiperidin-1-yl)-5-(1-(4-nitro-2-(6-azaspiro[2.5]octan-6-yl)phenyl)-1H-pyrazol-4-yl)furo[2,3-c]pyridine